C(C)N1CCN(CC1)CC1=C(C=C(C=C1)NC(COC1=CC=C(C=C1)C=1C=NC=CC1)=O)C(F)(F)F N-[4-[(4-ethylpiperazin-1-yl)methyl]-3-(trifluoromethyl)phenyl]-2-(4-pyridin-3-ylphenoxy)acetamide